γ-methacryloxypropylmethoxydimethylsilane C(C(=C)C)(=O)OCCC[Si](C)(C)OC